1-((1R,5S)-3-(8-fluoro-7-(3-hydroxynaphthalen-1-yl)-2-((tetrahydro-1H-pyrrolizin-7a(5H)-yl)methoxy)quinazolin-4-yl)-3,8-diazabicyclo[3.2.1]octan-8-yl)-2-(1H-imidazol-4-yl)ethan-1-one FC=1C(=CC=C2C(=NC(=NC12)OCC12CCCN2CCC1)N1C[C@H]2CC[C@@H](C1)N2C(CC=2N=CNC2)=O)C2=CC(=CC1=CC=CC=C21)O